tert-butyl (S)-1-(4-(2-(6-(4-chlorophenyl)-8-methoxy-1-methyl-4H-benzo[f][1,2,4]triazolo[4,3-a][1,4]diazepin-4-yl)acetamido)phenoxy)-3,6,9,12,15-pentaoxaoctadecan-18-oate ClC1=CC=C(C=C1)C1=N[C@H](C=2N(C3=C1C=C(C=C3)OC)C(=NN2)C)CC(=O)NC2=CC=C(OCCOCCOCCOCCOCCOCCC(=O)OC(C)(C)C)C=C2